(R)-(tert-butyl 1-(3-bromo-2-methoxyphenyl) ethyl) carbamate C(N)(O[C@H](CC(C)(C)C)C1=C(C(=CC=C1)Br)OC)=O